CN(C)CC=1C=CC2=C(N=C(O2)N(C)C2=NC3=C(N2C)C=CC(=C3)F)C1 5-[(dimethylamino)methyl]-N-(5-fluoro-1-methyl-1H-1,3-benzodiazol-2-yl)-N-methyl-1,3-benzoxazol-2-amine